di-tert-butoxyphosphoryloxymethyl (2S)-pyrrolidine-2-carboxylate N1[C@@H](CCC1)C(=O)OCOP(=O)(OC(C)(C)C)OC(C)(C)C